(S)-(4,5-dihydro-7H-thieno[2,3-c]pyran-7-yl)-N-methyl-methylamine malate C(C(O)CC(=O)O)(=O)O.S1C=CC2=C1[C@H](OCC2)N(C)C